C(C1=CC=CC=C1)N1C(N(SC1=O)CCOC1=CC=C(C=C1)[N+](=O)[O-])=O 4-benzyl-2-(2-(4-nitrophenoxy)ethyl)-1,2,4-thiadiazolidine-3,5-dione